(Z)-2-(1-((3-(6-((Hydroxyimino)methyl)-5-methyl-4-oxo-7-propyl-3,4-dihydropyrrolo[2,1-f][1,2,4]triazin-2-yl)-4-propoxyphenyl)sulfonyl)piperidin-4-yl)ethylnitrat O\N=C/C=1C(=C2C(NC(=NN2C1CCC)C=1C=C(C=CC1OCCC)S(=O)(=O)N1CCC(CC1)CCO[N+](=O)[O-])=O)C